2-((4-fluoro-2-isopropylphenyl)amino)-N-(6-methoxy-2-methylpyridin-3-yl)-6-(trifluoromethyl)nicotinamide FC1=CC(=C(C=C1)NC1=C(C(=O)NC=2C(=NC(=CC2)OC)C)C=CC(=N1)C(F)(F)F)C(C)C